NCC=1C(=NC(=NC1)SC)NC1CC1 5-(aminomethyl)-N-cyclopropyl-2-methylsulfanyl-pyrimidin-4-amine